C12N(CC(CC1)CC2)C2=CC(=CC(=N2)C(=O)NC2=CC(=C(C(=O)O)C=C2)C)Cl 4-(6-(2-Azabicyclo[2.2.2]octan-2-yl)-4-chloropicolinamido)-2-methylbenzoic acid